ClC1=NC(=NC(=N1)C1=NC=CC=C1)C1=NC=CC=C1 2-chloro-4,6-bis(pyridin-2-yl)-1,3,5-triazine